5-[4-[3-(methylthio)benzoylamino]phenyl]-1H-naphtho[1,2-b][1,4]diazepine-2,4(3H,5H)-dione CSC=1C=C(C(=O)NC2=CC=C(C=C2)N2C3=C(NC(CC2=O)=O)C2=CC=CC=C2C=C3)C=CC1